C1CCC2C3C(C(C4C(CC5CNNC5C4)C3=CC=C21)O)O hexadecahydrocyclopenta[5,6]naphtho[1,2-f]indazole-4,5-diol